1-butyryl-2-stearoyl-3-oleoylglycerol C(CCC)(=O)OCC(OC(CCCCCCCCCCCCCCCCC)=O)COC(CCCCCCC\C=C/CCCCCCCC)=O